C1(CC1)NC(C(C(CC1C(NC2(C1)CCOCC2)=O)NC([C@H](CC(C)C)NC(OC2(CCC2)CC2=CC(=CC=C2)Cl)=O)=O)=O)=O 1-(3-chlorobenzyl)cyclobutyl ((2S)-1-((4-(cyclopropylamino)-3,4-dioxo-1-(2-oxo-8-oxa-1-azaspiro[4.5]decan-3-yl)butan-2-yl)amino)-4-methyl-1-oxopentan-2-yl)carbamate